((tert-butoxycarbonyl)(methyl)amino)-3-methylbutanoic acid C(C)(C)(C)OC(=O)N(C)C(C(=O)O)C(C)C